ClC1=NC2=CC(=CC=C2C=C1C1CC(=NN1C(CCCCCC(=O)O)=O)C1=CC=C(C=C1)I)OCC 7-(5-(2-Chloro-7-ethoxyquinolin-3-yl)-3-(4-iodophenyl)-4,5-dihydro-1H-pyrazol-1-yl)-7-oxoheptanoic acid